ClC=1C=C(C(=O)O)C=CC1C=1SC=C(C1)C1=CC(=NC=C1)C(C)(C)O 3-chloro-4-(4-(2-(2-hydroxypropan-2-yl)pyridin-4-yl)thiophen-2-yl)benzoic acid